2-(2,6-dimethylpyridin-4-yl)-4-(5-(4-methoxyphenyl)-1-methyl-2-oxo-1,2-dihydropyridin-4-yl)-6-methyl-1,6-dihydro-7H-pyrrolo[2,3-c]pyridin-7-one CC1=NC(=CC(=C1)C1=CC2=C(C(N(C=C2C2=CC(N(C=C2C2=CC=C(C=C2)OC)C)=O)C)=O)N1)C